[Zn+2].N1=C(C=CC=C1)CN(CC1=NC=CC=C1)CC1=NC=CC=C1 Tris(2-pyridylmethyl)amine Zinc(II)